C1(CC1)C=1N=NN(C1)[C@@H](C(=O)N1[C@H](C[C@@H](C1)O)C(=O)NC1C2=CN(N=C2CCC1)C)C(C)(C)C (2R,4S)-1-[(2R)-2-(4-cyclopropyl-triazol-1-yl)-3,3-dimethyl-butyryl]-4-hydroxy-N-(2-methyl-4,5,6,7-tetrahydroindazol-4-yl)pyrrolidine-2-carboxamide